FC(C=1C=C(C=CC1N1CCC(CC1)N1CCCC1)C1(NNC(=N1)N)N)(F)F 3-(3-trifluoromethyl-4-(4-pyrrolidin-1-yl-piperidin-1-yl)phenyl)-1H-1,2,4-triazole-3,5-diamine